bromo-trans-stilbene BrC1=C(C=CC=C1)\C=C\C1=CC=CC=C1